CO[Si](CCCSCN(C(=O)NCOC)COC)(OC)OC 1-(5-trimethoxysilyl-2-thiapentyl)-1,3-bis-methoxymethylurea